(S)-8-((1H-imidazol-4-yl)sulfonyl)-3-(2-(4-(p-tolyl)piperazin-1-yl)ethyl)-2-oxa-8-azaspiro[4.5]decan-1-one N1C=NC(=C1)S(=O)(=O)N1CCC2(C[C@H](OC2=O)CCN2CCN(CC2)C2=CC=C(C=C2)C)CC1